N1C=NC(=C1)C1=NC(=NC=C1C(F)(F)F)NC1CCNCC1 (1H-imidazol-4-yl)-N-(piperidin-4-yl)-5-(trifluoromethyl)pyrimidin-2-amine